ethyl (R)-1-(1-phenylethyl)-1H-pyrrole-2-carboxylate C1(=CC=CC=C1)[C@@H](C)N1C(=CC=C1)C(=O)OCC